(S)-1-(5-(6-chloro-7-fluoro-3-(1H-imidazol-1-yl)-5-methoxy-1-methyl-1H-indol-2-yl)-1H-1,2,4-triazol-3-yl)-2-methoxy-N,N-dimethylethan-1-amine ClC1=C(C=C2C(=C(N(C2=C1F)C)C1=NC(=NN1)[C@@H](COC)N(C)C)N1C=NC=C1)OC